(2Z)-3-amino-1-(4-trifluoromethylphenyl)-3-phenylpropan-2-en-1-one N\C(=C/C(=O)C1=CC=C(C=C1)C(F)(F)F)\C1=CC=CC=C1